propylene glycol mono-undecyl ether C(CCCCCCCCCC)OCC(C)O